5-(3-fluoroazetidin-1-yl)-1,3,4-oxadiazole FC1CN(C1)C1=NN=CO1